difluoromethyltrimethoxysilane FC(F)[Si](OC)(OC)OC